FC1=CC=C(CNC(=O)NC2=CC=C(C=C2)CN2C(CN(CC2)C)=O)C=C1 1-(4-fluorobenzyl)-3-(4-((4-methyl-2-oxopiperazin-1-yl)methyl)phenyl)urea